C(CCC)[C@@H]1NS(C2=C(N(C1)C1=CC=C(C=C1)F)C=C(C(=C2)OCC2CC2)SCC)(=O)=O (S)-1-(((3-Butyl-7-(ethylthio)-5-(4-fluorophenyl)-1,1-dioxido-2,3,4,5-tetrahydro-1,2,5-benzothiadiazepin-8-yl)oxy)methyl)cyclopropan